(S)-5-(5-(3,5-dimethylisoxazol-4-yl)-1-((R)-1-(methanesulfonyl)pyrrolidin-3-yl)-1H-benzo[d]imidazol-2-yl)-1-(6-methoxypyridin-3-yl)pyrrolidin-2-one CC1=NOC(=C1C1=CC2=C(N(C(=N2)[C@@H]2CCC(N2C=2C=NC(=CC2)OC)=O)[C@H]2CN(CC2)S(=O)(=O)C)C=C1)C